3-Chlorobenzyl ((S)-3-cyclohexyl-1-(((S)-5-(2,3-dihydrobenzo[e][1,4]oxazepin-1(5H)-yl)-1,5-dioxopentan-2-yl)amino)-1-oxopropan-2-yl)carbamate C1(CCCCC1)C[C@@H](C(=O)N[C@H](C=O)CCC(=O)N1CCOCC2=C1C=CC=C2)NC(OCC2=CC(=CC=C2)Cl)=O